C(=C)CNC(C)=O N-vinylmethylacetamide